(S)-4-((4-bromopyridin-2-yl)oxy)pentanal BrC1=CC(=NC=C1)O[C@H](CCC=O)C